FC1=C(CN2C(C=CC3=C2N=C(N=C3)N[C@@H](C)C3=CC=C(C(=O)O)C=C3)=O)C(=CC=C1)F 4-[(1S)-1-{[8-(2,6-difluorobenzyl)-7-oxo-pyrido[2,3-d]pyrimidin-2-yl]amino}ethyl]benzoic acid